N[C@@H](CCC(=O)OCC1=CC=CC=C1)CSCC(=O)OCC Benzyl (4S)-4-amino-5-(2-ethoxy-2-oxo-ethyl)sulfanyl-pentanoate